[N+](=O)([O-])C1=C(C=CC=C1)S(=O)(=O)OC([2H])([2H])[2H] [2H3]methyl 2-nitrobenzenesulfonate